COC1CCC(CC1)NC(=O)C1=NC(=CC(=N1)C)C1=CN=CN1C N-((1r,4r)-4-methoxycyclohexyl)-4-methyl-6-(1-methyl-1H-imidazol-5-yl)pyrimidine-2-carboxamide